CC(C=CC)S(=O)N1C(CCCC1)C=1NC(=CN1)C1=CC=C(C=C1)C 1-(Pent-3-en-2-ylsulfinyl)-2-(5-(p-tolyl)-1H-imidazol-2-yl)piperidine